IC1=C(C=CC=C1)/C(=C/C#N)/C (E)-3-(2-iodophenyl)butenenitrile